allyl 5-(((((S)-1-oxo-1-propoxypropan-2-yl)amino)(2-oxopyrrolidin-1-yl)phosphoryl)methyl)benzo[b]thiophene-2-carboxylate O=C([C@H](C)NP(=O)(N1C(CCC1)=O)CC1=CC2=C(SC(=C2)C(=O)OCC=C)C=C1)OCCC